NC1=CC=C(C=C1)CCN1[C@H](O[C@@H](C1)C)C=1C(=NN(C1)C1=CC=C(C=C1)Br)C1=NC=C(C=C1)F (2R,5R)-3-(4-aminophenylethyl)-2-(1-(4-bromophenyl)-3-(5-fluoropyridin-2-yl)-1H-pyrazol-4-yl)-5-methyloxazolidine